C=O (-)-methanone